alpha-(N-trifluoroacetylamino)-acetophenone FC(C(=O)NCC(=O)C1=CC=CC=C1)(F)F